4-(2-(3-(2-(3-(6-methylpyridin-2-yl)-4-(quinolin-4-yl)-1H-pyrazol-1-yl)acetamido)-5-fluorobenzoyloxy)ethyl)piperazine-1-carboxylic acid tert-butyl ester C(C)(C)(C)OC(=O)N1CCN(CC1)CCOC(C1=CC(=CC(=C1)F)NC(CN1N=C(C(=C1)C1=CC=NC2=CC=CC=C12)C1=NC(=CC=C1)C)=O)=O